N-((5-(2-fluorophenyl)-1-(pyridin-3-ylsulfonyl)-1H-pyrrol-3-yl)methyl)methanamine FC1=C(C=CC=C1)C1=CC(=CN1S(=O)(=O)C=1C=NC=CC1)CNC